N(=[N+]=[N-])CC1=C(C=CC=C1F)F 2-(azidomethyl)-1,3-difluorobenzene